FC(C1=CC=C(C=C1)C1=C(CCCC2=C1C=CC=C2)[C@@H]2CC[C@@H](CC2)C)(C2CN(C2)CCCF)F 9-(4-(Difluoro(1-(3-fluoropropyl)azetidin-3-yl)methyl)phenyl)-8-(cis-4-methylcyclohexyl)-6,7-dihydro-5H-benzo[7]annulen